CC=1C2=C(N=CN1)C(=NC=C2)N 4-methylpyrido[3,4-d]pyrimidin-8-amine